4-(3-nitrobenzoyl)-1H-pyrrole-2-carboxylic acid [N+](=O)([O-])C=1C=C(C(=O)C=2C=C(NC2)C(=O)O)C=CC1